N[C@H]([C@@H](C(=O)O)C)\C=C\C(=C\[C@@H]([C@H](CC1=CC=CC=C1)OC)C)\C (2S,3S,4E,6E,8S,9S)-3-Amino-9-methoxy-2,6,8-trimethyl-10-phenyldeca-4,6-dienoic acid